(1r,4r)-4-(5-(5-chlorobenzofuran-2-yl)-1,3,4-oxadiazol-2-yl)cyclohexane ClC=1C=CC2=C(C=C(O2)C2=NN=C(O2)C2CCCCC2)C1